C(#N)C1=C2C(=NC(=N1)N1CCC(CC1)(C1=CC=CC=C1)NC([O-])=O)NN=C2I (1-(4-cyano-3-iodo-1H-pyrazolo[3,4-d]pyrimidin-6-yl)-4-phenylpiperidin-4-yl)carbamate